2-(2-(cyclopropanecarboxamido)pyridin-4-yl)-N-methyl-4-((1-(pyridin-3-ylmethyl)piperidin-4-yl)methoxy)thiazole-5-carboxamide C1(CC1)C(=O)NC1=NC=CC(=C1)C=1SC(=C(N1)OCC1CCN(CC1)CC=1C=NC=CC1)C(=O)NC